OC[C@H]1N(CCCC1)C(=O)OC(C)(C)C tert-butyl (2S)-2-(hydroxymethyl)piperidine-1-carboxylate